1-(4-((tert-butyldimethylsilyl)oxy)cyclohexyl)-N-methylmethanamine [Si](C)(C)(C(C)(C)C)OC1CCC(CC1)CNC